nitroisourea [N+](=O)([O-])NC(O)=N